N(C(=N)N)S(=O)(=O)[O-] guanidinosulfonate